NC1=CC=C(C=C1)OCC(C)(COC1=CC=C(C=C1)N)C Neopentyl glycol bis(4-aminophenyl) ether